2-methylpropyl 5-[2-fluoro-5-[[6-oxo-4-(trifluoromethyl)-1H-pyridine-3-carbonyl] amino]-4-[(3R,5S)-3,4,5-trimethylpiperazin-1-yl] phenyl]-3,6-dihydro-2H-pyridine-1-carboxylate FC1=C(C=C(C(=C1)N1C[C@H](N([C@H](C1)C)C)C)NC(=O)C1=CNC(C=C1C(F)(F)F)=O)C1=CCCN(C1)C(=O)OCC(C)C